2-amino-N-(1-(2-(2-amino-2-oxoethyl)-4-chloro-7-ethoxy-2H-indazol-6-yl)ethyl)pyrazolo[1,5-a]pyrimidine-3-carboxamide NC1=NN2C(N=CC=C2)=C1C(=O)NC(C)C=1C=C(C2=CN(N=C2C1OCC)CC(=O)N)Cl